(2Z,5Z)-2-(4-methoxybenzylimino)-3-cyclohexyl-5-((2,3-dihydrobenzo[b][1,4]dioxin-6-yl)methylene)thiazolidin-4-one COC1=CC=C(C\N=C\2/S\C(\C(N2C2CCCCC2)=O)=C/C2=CC3=C(OCCO3)C=C2)C=C1